C(CCC)(=O)C1CCN(CC1)C(=O)OC(C)(C)C tert-butyl 4-butyrylpiperidine-1-carboxylate